NC1CCC(CC1)[C@H](C)NC=1C=C(C=C(C1Cl)Br)C1=NNC(O1)=O 5-[3-({(1S)-1-[(1r,4S)-4-aminocyclohexyl]ethyl}amino)-5-bromo-4-chlorophenyl]-1,3,4-oxadiazol-2(3H)-one